tert-Butyl 8-(3-ethoxy-3-oxo-propyl)-2,4-dimethyl-chromane-4-carboxylate C(C)OC(CCC=1C=CC=C2C(CC(OC12)C)(C(=O)OC(C)(C)C)C)=O